COC1=C(C=CC(=N1)NC)B1OC(C(O1)(C)C)(C)C 6-methoxy-N-methyl-5-(4,4,5,5-tetramethyl-1,3,2-dioxaborolan-2-yl)pyridin-2-amine